COC(CC/C=C/C#CC=C)OC 9,9-dimethoxy-(5E)-1,5-nonadien-3-yne